N-(2-bromo-4-chlorobenzyl)-5-(N-methylsulfamoyl)thiophene-2-carboxamide BrC1=C(CNC(=O)C=2SC(=CC2)S(NC)(=O)=O)C=CC(=C1)Cl